6-methoxy-2-[(1R,4R)-4-(2-oxoethyl)cyclohexyl]indazol-5-yl-1-[3-(trifluoromethyl)phenyl]urea COC=1C(=CC2=CN(N=C2C1)C1CCC(CC1)CC=O)N(C(=O)N)C1=CC(=CC=C1)C(F)(F)F